FC1(CC[C@@H](N(C1)C(=O)C1=NC(=NC=C1C)NC1=NC=CC(=C1)OC(F)(F)F)CNC(C)=O)F (R)-N-((5,5-difluoro-1-(5-methyl-2-((4-(trifluoromethoxy)pyridin-2-yl)amino)pyrimidine-4-carbonyl)piperidin-2-yl)methyl)acetamide